7-Bromoindan-5-amine BrC=1C=C(C=C2CCCC12)N